4-amino-1-(3-chloro-2-ethylphenyl)-7-cyclopropylpyrido[2,3-d]pyrimidin-2-one NC=1C2=C(N(C(N1)=O)C1=C(C(=CC=C1)Cl)CC)N=C(C=C2)C2CC2